ClC1=NC=2N(C(=C1)N(C(OC(C)(C)C)=O)CC1=C(C=C(C=C1F)C1=CC=CC=C1)F)N=CC2C2CC2 tert-butyl (5-chloro-3-cyclopropylpyrazolo[1,5-a]pyrimidin-7-yl)((3,5-difluoro-[1,1'-biphenyl]-4-yl)methyl)carbamate